ClC1=CC=C(C=C1)C1(CC1)C1=NN=C2N1C=CC=C2C(C)(C)O 2-(3-(1-(4-chlorophenyl)cyclopropyl)-[1,2,4]triazolo[4,3-a]pyridin-8-yl)propan-2-ol